S1C(CCCCCC1)=O thiocanone